2-bromoethyl-phosphonic acid dimethyl ester COP(OC)(=O)CCBr